C1C(CC12NCCC2)OC2=C(C=CC(=C2)F)NC(C2=C(N=CC=C2)NC2=CC(=C(C=C2)OC2=CC(=NC=C2)NC(C)=O)Cl)=O N-(2-((5-azaspiro[3.4]oct-2-yl)oxy)-4-fluorophenyl)-2-((4-((2-acetamidopyridin-4-yl)oxy)-3-chlorophenyl)amino)nicotinamide